[N+](=O)([O-])C1(C(C=CC=C1)CO)CO 2-nitrophenylenedimethanol